ClC=1C=CC=2N(C1)N=CC2C2CCN(CC2)C(=O)OC(C)(C)C tert-butyl 4-(6-chloropyrazolo[1,5-a]pyridin-3-yl)piperidine-1-carboxylate